C(C)N(C(OC(C)(C)C)=O)C1CCN(CC1)C=1C2=CN(N=C2C(=C(C1)F)C(NC=1C=C(C2=CN(N=C2C1)C)F)=O)C tert-butyl N-ethyl-N-[1-[6-fluoro-7-[(4-fluoro-2-methyl-indazol-6-yl)carbamoyl]-2-methyl-indazol-4-yl]-4-piperidyl]carbamate